CC(C(=O)OC(C)(C)C)CN1N=NC=C1 Tert-butyl 2-methyl-3-(1H-1,2,3-triazol-1-yl)propanoate